2-(3,4-dihydro-2H-pyrrolo[3',2':5,6]pyrido[2,3-b][1,4]oxazepin-1(7H)-yl)-N-((4-((((2R,5S)-5-methyltetrahydro-2H-pyran-2-yl)methyl)amino)-3-nitrophenyl)sulfonyl)benzamide N1(C2=C(OCCC1)N=C1C(=C2)C=CN1)C1=C(C(=O)NS(=O)(=O)C2=CC(=C(C=C2)NC[C@@H]2OC[C@H](CC2)C)[N+](=O)[O-])C=CC=C1